iron-manganese-cobalt oxide [Co]=O.[Mn].[Fe]